5-(2-((4-(pyrrolidin-1-ylmethyl)pyridin-2-yl)amino)thiazolo[5,4-b]pyridin-5-yl)pyrimidine-2-carbonitrile N1(CCCC1)CC1=CC(=NC=C1)NC=1SC2=NC(=CC=C2N1)C=1C=NC(=NC1)C#N